FC1CCN(C1)C(=O)O.NCCC[SiH](OC(C)(C)C)OC gamma-aminopropyl-trimethyldimethoxysilane 4-fluoropyrrolidin-1-carboxylat